methyl 4-((2-(5-chloro-1H-indol-3-yl)ethyl)amino)-2-methyl-4-oxobutanoate ClC=1C=C2C(=CNC2=CC1)CCNC(CC(C(=O)OC)C)=O